CC1C=CC2=CC=CC=C2C1CC=C(C)C 3-methyl-4-(3-methylbut-2-en-1-yl)-3,4-dihydronaphthalene